C(CCCC)N1C=C(C2=CC=CC=C12)C(C1=CC=C(C=C1)OC)=O 1-amyl-3-(4-methoxybenzoyl)indole